C(C)(=O)OCC=1C(=NC=CC1Cl)N1C(C=2SC=3CC(CC3C2CC1)(C)C)=O (4-Chloro-2-{4,4-dimethyl-9-oxo-7-thia-10-azatricyclo[6.4.0.02,6]dodeca-1(8),2(6)-dien-10-yl}pyridin-3-yl)methyl Acetate